N-cyclopropyl-2,6-dihydroxy-5'-methyl-4-pentyl-2'-(prop-1-en-2-yl)-1',2',3',4'-tetrahydro-[1,1'-biphenyl]-3-sulfonamide C1(CC1)NS(=O)(=O)C=1C(=C(C(=CC1CCCCC)O)C1C(CCC(=C1)C)C(=C)C)O